FC1=CC=C(C=C1)C(N1CCN(CC1)CCCSC1=C2C(N(C(=NC2=CC=C1)C)C1C(NC(CC1)=O)=O)=O)C1=CC=C(C=C1)F 3-(5-((3-(4-(bis(4-fluorophenyl)methyl)piperazin-1-yl)propyl)thio)-2-methyl-4-oxoquinazoline-3(4H)-yl)piperidine-2,6-dione